3-hydroxy-3-methyl-1-(6-((4-((piperidin-4-ylmethyl)amino)-5-(trifluoromethyl)pyrimidin-2-yl)amino)-3,4-dihydroisoquinolin-2(1H)-yl)butanone OC(C(CN1CC2=CC=C(C=C2CC1)NC1=NC=C(C(=N1)NCC1CCNCC1)C(F)(F)F)=O)(C)C